N-cyclopropyl-2-fluoro-5-(6-((1-hydroxy-2-methylpropan-2-yl)amino)-5-(2-methyl-2H-1,2,3-triazol-4-yl)pyridin-3-yl)-4-methylbenzamide C1(CC1)NC(C1=C(C=C(C(=C1)C=1C=NC(=C(C1)C1=NN(N=C1)C)NC(CO)(C)C)C)F)=O